(1S,2S)-2-(3-chlorophenyl)-N-(4-(((6-cyclopropyl-8-(7,7-difluorohexahydropyrrolo[1,2-a]pyrazin-2(1H)-yl)imidazo[1,2-a]pyridin-2-yl)methyl)amino)pyridin-2-yl)cyclopropane-1-carboxamide ClC=1C=C(C=CC1)[C@@H]1[C@H](C1)C(=O)NC1=NC=CC(=C1)NCC=1N=C2N(C=C(C=C2N2CC3N(CC2)CC(C3)(F)F)C3CC3)C1